(2S,4S)-N-[(1S)-1-cyano-2-[(3S)-2-oxo-3-piperidyl]ethyl]-4-methoxy-1-(4-methoxy-1H-indole-2-carbonyl)-4-(trifluoromethyl)pyrrolidine-2-carboxamide C(#N)[C@H](C[C@H]1C(NCCC1)=O)NC(=O)[C@H]1N(C[C@@](C1)(C(F)(F)F)OC)C(=O)C=1NC2=CC=CC(=C2C1)OC